4-chloro-5-iodo-2-((2-(trimethylsilyl)ethoxy)methyl)pyridazin-3(2H)-one ClC=1C(N(N=CC1I)COCC[Si](C)(C)C)=O